3-((difluoromethyl)sulfonyl)-N-((2-(6-((cis)-3,5-dimethylpiperazin-1-yl)pyridin-2-yl)-1,6-naphthyridin-7-yl)methyl)benzamide FC(S(=O)(=O)C=1C=C(C(=O)NCC2=NC=C3C=CC(=NC3=C2)C2=NC(=CC=C2)N2C[C@H](N[C@H](C2)C)C)C=CC1)F